2-amino-3-cyano-4-(2,4-dichloro-5-thiazolyl)-6-methyl-4H-pyran-5-carboxylic acid methyl ester COC(=O)C=1C(C(=C(OC1C)N)C#N)C1=C(N=C(S1)Cl)Cl